N-(3-{N-methyl[(5-oxo-1,4-dihydro-1,2,4-triazol-4-yl)methyl]carbonylamino}-2-hydroxypropyl)-N-methyl-5-[(1-pyrrolidinyl)methyl]-2-furamide CN(CC(CN(C(=O)C=1OC(=CC1)CN1CCCC1)C)O)C(=O)CN1C=NNC1=O